FC1=C(C=CC=C1OC)C1=CC(=CC=C1)C[C@@H]1C=2C(N(C=NC2CC[C@@H]1NS(=O)(=O)C)C(C)C)=O |r| rac-N-[(5R,6S)-5-[(2'-fluoro-3'-methoxy[1,1'-biphenyl]-3-yl)methyl]-4-oxo-3-(propan-2-yl)-3,4,5,6,7,8-hexahydroquinazolin-6-yl]methanesulfonamide